(7-(3-Cyclopropyl-5-methoxyphenyl)-2-azaspiro[3.5]nonan-2-yl)((1s,3s)-3-hydroxy-3-methylcyclobutyl)methanon C1(CC1)C=1C=C(C=C(C1)OC)C1CCC2(CN(C2)C(=O)C2CC(C2)(C)O)CC1